1-hydroxy-2-(pyridin-4-yl)ethane-1,1-diylbis(phosphonic acid) OC(CC1=CC=NC=C1)(P(O)(O)=O)P(O)(O)=O